Cyclohexanoic acid C1(CCCCC1)C(=O)O